C(C)NC1=CC(=CC(=N1)N1C(C2=CC(=CC(=C2C1)C(F)(F)F)COC1CCN(CC1)C)=O)C=1N(N=CC1C1=NN=CN1C)C 2-[6-(Ethylamino)-4-[2-methyl-4-(4-methyl-1,2,4-triazol-3-yl)pyrazol-3-yl]pyridin-2-yl]-6-{[(1-methylpiperidin-4-yl)oxy]methyl}-4-(trifluoromethyl)-3H-isoindol-1-one